COC=1C(=CC(=C(C1)N1C[C@@H](N([C@@H](C1)C)C)C)C)[N+](=O)[O-] (2S,6R)-4-(5-methoxy-2-methyl-4-nitrophenyl)-1,2,6-trimethylpiperazine